ClC1=CC(=C(C=N1)C(C(=O)NC)(C)C)C1=C(C=CC=C1)C 6-chloro-(4-(o-tolyl)pyridin-3-yl)-N,2-dimethyl-propanamide